F[C@H]1CN[C@H](C=2NC3=CC(=C(C(=C3C21)F)F)F)C (1S,4R)-4,5,6,7-tetrafluoro-1-methyl-2,3,4,9-tetrahydro-1H-pyrido[3,4-B]indole